2-(3,4-dihydro-2H-pyrrolo[3',2':5,6]pyrido[2,3-b][1,4]oxazepin-1(7H)-yl)-N-((3-nitro-4-(((tetrahydro-2H-pyran-2-yl)methyl)amino)phenyl)sulfonyl)benzamide N1(C2=C(OCCC1)N=C1C(=C2)C=CN1)C1=C(C(=O)NS(=O)(=O)C2=CC(=C(C=C2)NCC2OCCCC2)[N+](=O)[O-])C=CC=C1